NC1=NC=NN2C1=C(C=C2C=2C=C(C(=NC2)OC)C(=O)N[C@@H]2CN(C[C@@H]2F)C2C(CCCC2)(C)O)C(F)(F)F 5-[4-amino-5-(trifluoromethyl)-pyrrolo[2,1-f][1,2,4]triazin-7-yl]-N-[(3R,4S)-4-fluoro-1-(2-hydroxy-2-methylcyclohexyl)-pyrrolidin-3-yl]-2-methoxy-pyridine-3-carboxamide